(6Z)-N8-(trans-4-aminocyclohexyl)-6-methoxyimino-N8,5,5-trimethyl-benzo[h]quinazoline-4,8-diamine N[C@@H]1CC[C@H](CC1)N(C=1C=CC2=C(\C(\C(C=3C(=NC=NC23)N)(C)C)=N/OC)C1)C